FC=1C(=C(CNC2=CC=C(C(=N2)NCC2=C(C=C(C=C2)OC)OC)S(=O)(=O)N(C(OC(C)(C)C)=O)C=2N=CSC2)C(=CC1)F)CN1CCCC1 tert-butyl ((6-((3,6-difluoro-2-(pyrrolidin-1-ylmethyl)benzyl)amino)-2-((2,4-dimethoxybenzyl)amino)pyridin-3-yl)sulfonyl)(thiazol-4-yl)carbamate